N\C(\CCSC=1C(=NON1)C(=NO)NC1=CC(=C(C=C1)F)Br)=N/O 4-(((Z)-3-amino-3-(hydroxyimino)propyl)thio)-N-(3-bromo-4-fluorophenyl)-N'-hydroxy-1,2,5-oxadiazole-3-carboxamidine